3-(3-(4-Chlorophenyl)-5-(quinoxalin-6-yl)-4,5-dihydro-1H-pyrazol-1-yl)-N-(methylsulfonyl)benzamide ClC1=CC=C(C=C1)C1=NN(C(C1)C=1C=C2N=CC=NC2=CC1)C=1C=C(C(=O)NS(=O)(=O)C)C=CC1